(S)-9-((S)-2-Methoxy-2-phenylethyl)-2-(1R,5S)-8-oxa-3-aza-bicyclo[3.2.1]oct-3-yl-8-trifluoromethyl-6,7,8,9-tetrahydro-pyrimido[1,2-a]-pyrimidin-4-one CO[C@H](CN1[C@@H](CCN2C1=NC(=CC2=O)N2C[C@H]1CC[C@@H](C2)O1)C(F)(F)F)C1=CC=CC=C1